FC=1C(=CC=C2C=NN(C12)C)N1N=C(C=CC1=O)C(=O)N[C@H](C)C1=CC(=CC(=C1)C(F)(F)F)[N+](=O)[O-] (7-Fluoro-1-methyl-1H-indazol-6-yl)-N-[(1R)-1-[3-nitro-5-(trifluoromethyl)phenyl]ethyl]-6-oxo-1,6-dihydropyridazine-3-carboxamide